FC(C1=CC=C(C=C1)N1CCN(CC1)C=O)(F)F (4-(4-(trifluoromethyl)phenyl)piperazin-1-yl)methanone